1,3-bis-[4-bromophenyl-methoxy]-2-methylimidazole BrC1=CC=C(C=C1)CON1C(N(C=C1)OCC1=CC=C(C=C1)Br)C